(R)-3-(4-((R)-1-ethoxy-2,2,2-trifluoroethyl)-3-((2-methylpyrimidin-5-yl)amino)phenyl)-4-methoxybutanoic acid C(C)O[C@@H](C(F)(F)F)C1=C(C=C(C=C1)[C@@H](CC(=O)O)COC)NC=1C=NC(=NC1)C